C(\C=C(\C)/CCC=C(C)C)CC(C)=CCC\C(\C)=C\CO neryl-geraniol